CN(CCCNC(CCCCC(=O)OCC1=CC(=CC(=C1)CCCCCC)CCCCCC)CCCCCCCCCC)C (3,5-dihexylphenyl)methyl 6-{[3-(dimethylamino)propyl]-amino}hexadecanoate